3-((5aS,6aR)-5a-(3-chloro-2,6-difluorophenyl)-thioxo-2,3,5,5a,6,6a-hexahydrocyclopropa[3,4]pyrrolo[1,2-c]imidazol-1-yl)propanoic acid ClC=1C(=C(C(=CC1)F)[C@]12[C@H](C=3N(C(NC3CCC(=O)O)=S)C1)C2)F